(3R)-3-amino-5-[(4-chlorophenyl)methyl]-7-[5-[(1R,5S)-3-oxa-8-azabicyclo[3.2.1]octan-8-yl]-1,3,4-oxadiazol-2-yl]-1,1-dioxo-2,3-dihydro-1λ6,5-benzothiazepin-4-one N[C@H]1CS(C2=C(N(C1=O)CC1=CC=C(C=C1)Cl)C=C(C=C2)C=2OC(=NN2)N2[C@H]1COC[C@@H]2CC1)(=O)=O